FC(CC[C@@H]1CN(C2=C(S([C@H]1F)(=O)=O)C=C(C(=C2)C(F)(F)F)OC)C2=CC=C(C=C2)F)(C)F |r| rac-(2R,3R)-3-(3,3-difluorobutyl)-2-fluoro-5-(4-fluorophenyl)-8-methoxy-7-(trifluoromethyl)-2,3,4,5-tetrahydrobenzo[b][1,4]thiazepine 1,1-dioxide